N-((5-(2,5-difluorophenyl)-1,3,4-thiadiazol-2-yl)methyl)-1-(2,6-dimethylpyridin-3-yl)-1H-1,2,3-triazole-4-carboxamide FC1=C(C=C(C=C1)F)C1=NN=C(S1)CNC(=O)C=1N=NN(C1)C=1C(=NC(=CC1)C)C